CC=1N=C(SC1C)NC(=O)C1=C(C=CC=C1)NC(CCOCCOCCOCCOCCC(=O)O)=O 16-((2-((4,5-Dimethylthiazol-2-yl)carbamoyl)phenyl)amino)-16-oxo-4,7,10,13-tetraoxahexadecanoic acid